NC1=C(N=C(S1)C)C(=O)NCC1=C(C=CC=C1)OC(F)(F)F 5-amino-2-methyl-N-(2-(trifluoromethoxy)benzyl)thiazole-4-carboxamide